COC(=O)C=1C=NC=C(C1)C1=CC(=C(C=C1)O[C@@H]1[C@@H](O)[C@@H](O)[C@H](O)[C@H](O1)CO)C 5-[4'-(α-D-mannopyranosyloxy)-3'-methylphenyl]-3-pyridinecarboxylic acid methyl ester